5-(Azetidin-3-ylamino)-2-methyl-N-(4-(5-(pyrrolidin-1-ylmethyl)thiophen-2-yl)benzyl)benzamide N1CC(C1)NC=1C=CC(=C(C(=O)NCC2=CC=C(C=C2)C=2SC(=CC2)CN2CCCC2)C1)C